2,6-dichloromethyl-1,4-phenylene ether ClCC1=C2C(=CC(=C1)O2)CCl